3-(3-ethyl-4-oxo-spiro[6,8-dihydro-5H-pyrazolo[4,3-c]azepine-7,4'-tetrahydropyran]-1-yl)propyl 1,1-dioxothiolane-3-carboxylate O=S1(CC(CC1)C(=O)OCCCN1N=C(C=2C(NCC3(CCOCC3)CC21)=O)CC)=O